CC1=C2C=CN(C2=CC=C1B1OC(C(O1)(C)C)(C)C)COCC[Si](C)(C)C 4-methyl-5-(4,4,5,5-tetramethyl-1,3,2-dioxaborolan-2-yl)-1-[[2-(trimethylsilyl)ethoxy]methyl]indole